3-ethyl-8-fluoro-7-((4-(2-methyl-8-(methylamino)-1,7-naphthyridin-3-yl)-3,6-dihydropyridin-1(2H)-yl)methyl)quinoxalin-2(1H)-one C(C)C=1C(NC2=C(C(=CC=C2N1)CN1CCC(=CC1)C=1C(=NC2=C(N=CC=C2C1)NC)C)F)=O